ClC1=CC(=C(C=C1)C1C(C(N(C1CC(CC)(C)C)CC)C(=O)O)C1=CC(=CC=C1)Cl)F 4-(4-chloro-2-fluorophenyl)-3-(3-chlorophenyl)-5-(2,2-dimethylbutyl)-1-ethylpyrrolidine-2-carboxylic acid